C(C)OC(/C=C/C1=CC=C(N1)C(=O)OCC)=O ethyl (E)-5-(3-ethoxy-3-oxoprop-1-en-1-yl)-1H-pyrrole-2-carboxylate